2-[(6-bromo-2-pyridyl)oxymethyl]-5-methyl-1,3,4-thiadiazole BrC1=CC=CC(=N1)OCC=1SC(=NN1)C